FC(C1=CC2=C(N=C(N=C2)S(=O)C)N2C1=NN=C2C)F 6-(difluoromethyl)-9-methyl-2-(methylsulfinyl)-[1,2,4]triazolo[4',3':1,6]pyrido[2,3-d]pyrimidine